ClC=1N=C(C2=C(N1)CN(C2)C(=O)OC(C)(C)C)Cl tert-butyl 2,4-dichloro-5H,6H,7H-pyrrolo[3,4-d]pyrimidine-6-carboxylate